di-tert-butylbenzoyl chloride C(C)(C)(C)C=1C(=C(C(=O)Cl)C=CC1)C(C)(C)C